OCCC(C(=O)[O-])(CC(=O)[O-])N1C(CC(CC1(C)C)O)(C)C hydroxyethyl-2,2,6,6-tetramethyl-4-hydroxypiperidylsuccinate